N(=NC(C(=O)NC1CCCCC1)(C)C)C(C(=O)NC1CCCCC1)(C)C azobis(N-cyclohexyl-2-methylpropanamide)